1-(4-(5-(2-fluoro-6-methoxyphenyl)-2H-indazol-2-yl)piperidin-1-yl)prop-2-en-1-one FC1=C(C(=CC=C1)OC)C1=CC2=CN(N=C2C=C1)C1CCN(CC1)C(C=C)=O